methyl-N'-hydroxy-1-(oxetan-2-ylmethyl)-1H-imidazole-5-carboxamidine CC=1N(C(=CN1)C(=NO)N)CC1OCC1